6-[4-[propanoyl(propyl)amino]phenyl]-N-(3-pyridylmethyl)pyridine-3-carboxamide C(CC)(=O)N(C1=CC=C(C=C1)C1=CC=C(C=N1)C(=O)NCC=1C=NC=CC1)CCC